N1(C=CN=CC2=C1C=CC=C2)C=2C=CC=1N(C(C=C(N1)C=1C=CC=3N(N1)C=C(N3)C)=O)C2 7-(1,4-benzodiazepin-1-yl)-2-(2-methylimidazo[1,2-b]pyridazin-6-yl)pyrido[1,2-a]pyrimidin-4-one